[Ru].N1=C(C=CC=C1)C1=NC=CC=C1.N1=C(C=CC=C1)C1=NC=CC=C1 bis(bipyridine) ruthenium